(S)-2-{[(2R,3R,4R,5R)-5-(2,4-dioxo-3,4-dihydro-2H-pyrimidin-1-yl)-4-fluoro-3-hydroxy-4-methyl-tetrahydro-furan-2-ylmethoxy]-phenoxy-phosphorylamino}-propionic acid isopropyl ester C(C)(C)OC([C@H](C)N=P(=O)OC1=C(C=CC=C1)OC[C@H]1O[C@H]([C@]([C@@H]1O)(C)F)N1C(NC(C=C1)=O)=O)=O